N-(2-cyano-7-(4-cyanophenyl)isoindolin-5-yl)-2,2,2-trifluoro-N-methylacetamide C(#N)N1CC2=C(C=C(C=C2C1)N(C(C(F)(F)F)=O)C)C1=CC=C(C=C1)C#N